4-[(8-ethyl-6,7-dihydro-5H-1,8-naphthyridin-2-yl)amino]-2-[4-(4-methylpiperazin-1-yl)anilino]pyrimidine-5-carbonitrile C(C)N1CCCC=2C=CC(=NC12)NC1=NC(=NC=C1C#N)NC1=CC=C(C=C1)N1CCN(CC1)C